8-methoxy-1,2,3,5-tetrahydrocyclopenta[c]quinolin-4-one COC1=CC=2C3=C(C(NC2C=C1)=O)CCC3